4-(((7-bromo-5-(bromomethyl)benzofuran-4-yl)oxy)methyl)pyridine BrC1=CC(=C(C=2C=COC21)OCC2=CC=NC=C2)CBr